3-(3''-(4-(tert-Butyl)piperazin-1-yl)-3-chloro-5'-fluoro-2'-hydroxy-[1,1':3',1''-terphenyl]-4-yl)thiazol-2(3H)-one C(C)(C)(C)N1CCN(CC1)C=1C=C(C=CC1)C=1C(=C(C=C(C1)F)C1=CC(=C(C=C1)N1C(SC=C1)=O)Cl)O